C1(CC1)C=1C=NC(=C(C(=O)O)C1)NC=1C=C2C=CN(C2=C(C1)C1=CC=C(C=C1)OC(F)(F)F)C 5-cyclopropyl-2-((1-methyl-7-(4-(trifluoromethoxy)phenyl)-1H-indol-5-yl)amino)nicotinic acid